3-[(3aR,4S,6aS)-4-aminohexahydrocyclopenta[c]pyrrol-2(1H)-yl]-1,2,4-triazin N[C@H]1CC[C@@H]2CN(C[C@@H]21)C=2N=NC=CN2